tert-Butyl 4-linoleoyloxyphenylacetate C(CCCCCCC\C=C/C\C=C/CCCCC)(=O)OC1=CC=C(C=C1)CC(=O)OC(C)(C)C